NC1=C2N=CN(C2=NC(=N1)F)[C@H]1C[C@@H]([C@@](O1)(C#C)CO[P@](=O)(OC1=CC=CC=C1)N[C@@H](C)C(=O)OCCCCCCCCCCCCC)O Tridecyl ((S)-(((2R,3S,5R)-5-(6-amino-2-fluoro-9H-purin-9-yl)-2-ethynyl-3-hydroxytetrahydrofuran-2-yl) methoxy)(phenoxy)phosphoryl)-L-alaninate